O1COC2=C1C=CC(=C2)[C@@H]2C=1NC3=CC=CC=C3C1C[C@@H]1C(N(CC(N21)=O)C)=O (2R,8R)-2-(1,3-benzodioxol-5-yl)-6-methyl-3,6,17-triazatetracyclo[8.7.0.03,8.011,16]heptadeca-1(10),11,13,15-tetraene-4,7-dione